S1C(=CC=C1)C=1C(N(CCC1)S(=O)(=O)C1=CC=C(C)C=C1)=O (2-thienyl)-1-p-toluenesulfonyl-5,6-dihydropyridin-2(1H)-one